ClC=1C(=NC(=CN1)CCCCC(F)(F)F)N1CCC(CC1)C(=O)OCC Ethyl 1-(3-chloro-6-(5,5,5-trifluoropentyl)pyrazin-2-yl)piperidine-4-carboxylate